S1C=C(C=C1)C(CO)CC 2-(thiophen-3-yl)butan-1-ol